ClC=1C(=C(C=CC1F)NC1=NC=NC2=CC(=CC(=C12)O[C@@H](C)C1=NC=NC=C1)C=1C=NN(C1)C)F (S)-N-(3-chloro-2,4-difluorophenyl)-7-(1-methyl-1H-pyrazol-4-yl)-5-(1-(pyrimidin-4-yl)ethoxy)quinazolin-4-amine